9-[1-[[6-chloro-2-(1-methyl-2-oxo-4-pyridinyl)-3-pyridinyl]amino]ethyl]-4,7-dimethyl-3-(1-methyl-4-piperidinyl)pyrazolo[3,4-c]isoquinolin-5-one ClC1=CC=C(C(=N1)C1=CC(N(C=C1)C)=O)NC(C)C=1C=2C3=C(N(C(C2C=C(C1)C)=O)C)N(N=C3)C3CCN(CC3)C